ClC1=C(N=O)C=CC(=C1)Cl 2,4-dichloroanilineOne